8-(3,5-dichlorophenyl)-N-[(4S)-3,4-dihydro-2H-chromen-4-yl]-4-(2H-1,2,3-triazol-2-yl)quinoline-3-carboxamide ClC=1C=C(C=C(C1)Cl)C=1C=CC=C2C(=C(C=NC12)C(=O)N[C@H]1CCOC2=CC=CC=C12)N1N=CC=N1